OC1=CC=C(C=C1)C(C(CC)C1=CC=C(C=C1)O)CC 4-[4-(4-hydroxyphenyl)hex-3-yl]phenol